COC(C1=CN=CC(=C1)C1=CC(=CC=C1)O)=O.ClC1=CC(=C(C=N1)C#CC(C)(C)N1CCOCC1)F (3-(6-chloro-4-fluoro-3-pyridinyl)-1,1-dimethyl-prop-2-ynyl)morpholine methyl-5-(3-hydroxyphenyl)nicotinate